3-methyl-1-phenyl-1,2,4-triazole CC1=NN(C=N1)C1=CC=CC=C1